4-aminobutyl-4,5-Diaminophthalhydrazide NCCCCC1=C(C(C(=O)NN)=CC(=C1N)N)C(=O)NN